2,5-dichlorosalicylic acid ClC1(C(C(=O)O)C=C(C=C1)Cl)O